tert-butyl (1-{3-[(dimethylamino)methyl]azetidine-1-carbothioyl}azetidin-3-yl)carbamate CN(C)CC1CN(C1)C(=S)N1CC(C1)NC(OC(C)(C)C)=O